Phosphorus (ortho-phosphate) P(=O)([O-])([O-])[O-].[P+3]